C1(=CC=CC2=CC=CC=C12)CC=1C(=C2N(C(C1C(=O)O)=O)CCN2)C2=CC(=CC=C2)C(F)(F)F 7-(naphthalen-1-ylmethyl)-5-oxo-8-(3-(trifluoromethyl)phenyl)-1,2,3,5-tetrahydroimidazo[1,2-a]pyridine-6-carboxylic acid